OC(C)(C)[C@@H]1[C@H]2CC[C@@H](C(N1)=O)N2C(=O)OC(C)(C)C tert-butyl (1R,2S,5S)-2-(2-hydroxypropan-2-yl)-4-oxo-3,8-diazabicyclo[3.2.1]octane-8-carboxylate